N1(N=CC=C1)CC1=C(C=C(C(=O)NS(=O)(=O)C2=C(C=CC=C2OC)OC2CC2)C=C1)OC 4-((1H-pyrazol-1-yl)methyl)-N-((2-cyclopropoxy-6-methoxyphenyl)sulfonyl)-3-methoxybenzamide